tert-butyl (2-(benzofuran-6-yl)ethyl)carbamate O1C=CC2=C1C=C(C=C2)CCNC(OC(C)(C)C)=O